C(C)(C)S(=O)(=O)C1=CC=C(C=C1)C=1N=CC(=NC1)N 5-(4-isopropylsulfonylphenyl)pyrazin-2-amine